2-hydroxy-1,2-di(3-methoxyphenyl)ethanone OC(C(=O)C1=CC(=CC=C1)OC)C1=CC(=CC=C1)OC